N1(CCC1)C1C(CN(CC1)C(=O)C=1NC2=NC(=NC(=C2N1)N1CCOCC1)N1N=C(C=C1)C=1C=C(C=CC1)C)F (4-(Azetidin-1-yl)-3-fluoropiperidin-1-yl)(6-morpholino-2-(3-(m-tolyl)-1H-pyrazol-1-yl)-9H-purin-8-yl)methanone